6-(2-(5-bromopyrimidin-2-yl)cyclobutyl)-4-oxo-1-(1-(6-(trifluoromethyl)pyridin-3-yl)ethyl)-4,5-dihydro-1H-pyrazolo[3,4-d]pyrimidine-3-carbonitrile BrC=1C=NC(=NC1)C1C(CC1)C=1NC(C2=C(N1)N(N=C2C#N)C(C)C=2C=NC(=CC2)C(F)(F)F)=O